(S)-2-(6-(3-hydroxypiperidin-1-yl)pyridin-3-yl)-5-(1-methyl-1H-pyrazol-4-yl)-6,7-dihydrothiazolo[5,4-c]pyridin-4(5H)-one O[C@@H]1CN(CCC1)C1=CC=C(C=N1)C=1SC=2C(N(CCC2N1)C=1C=NN(C1)C)=O